2-[[4-chloro-2-(hydroxymethyl)-2,3-dihydro-1H-inden-5-yl]oxy]-N-methylacetamide ClC1=C2CC(CC2=CC=C1OCC(=O)NC)CO